Phenyl-dimethyl-fluorosilane C1(=CC=CC=C1)[Si](F)(C)C